trans-4-(3,4-dihydroisoquinolin-2(1H)-yl)-1-(6-((4-morpholinylphenyl)amino)pyrimidin-4-yl)piperidin-3-ol C1N(CCC2=CC=CC=C12)[C@H]1[C@@H](CN(CC1)C1=NC=NC(=C1)NC1=CC=C(C=C1)N1CCOCC1)O